N-methyl-2-(pyridin-4-yloxy)-N-(2-(pyridin-4-yloxy)ethyl)ethan-1-amine CN(CCOC1=CC=NC=C1)CCOC1=CC=NC=C1